FC(OC=1C2=C(N(C(C1C)=O)C)CN(C2)C(=O)OC(C)(C)C)F tert-Butyl 4-(difluoromethoxy)-1,3-dimethyl-2-oxo-1,2,5,7-tetrahydro-6H-pyrrolo[3,4-b]pyridine-6-carboxylate